ClC1=CC2=C(N=CN(C2=O)CC2(CCN(CC2)C(C2=C(C=C(C=C2)Cl)C)=O)O)N1C1=CC=C(C=C1)[C@H]1NC[C@@H](OC1)C 6-Chloro-3-((1-(4-chloro-2-methylbenzoyl)-4-hydroxypiperidin-4-yl)methyl)-7-(4-((3R,6S)-6-methylmorpholin-3-yl)phenyl)-3,7-dihydro-4H-pyrrolo[2,3-d]pyrimidin-4-one